N[C@@H](C(=O)NC1=CC=C(C=C1)C1=CC=NN1C)C (R)-2-amino-N-(4-(1-methyl-1H-pyrazol-5-yl)phenyl)propanamide